(2R,3S)-2-((E)-3-(4,5-dichloro-1H-benzo[d]imidazol-1-yl)prop-1-en-1-yl)piperidin-3-ol dihydrochloride Cl.Cl.ClC1=C(C=CC=2N(C=NC21)C/C=C/[C@H]2NCCC[C@@H]2O)Cl